2-[(4-{6-[(4-chloro-2-fluorobenzyl)oxy]pyridin-2-yl}piperidin-1-yl)methyl]-1-[(1-methyl-1H-pyrazol-4-yl)methyl]-1H-benzimidazole-6-carboxylic acid ClC1=CC(=C(COC2=CC=CC(=N2)C2CCN(CC2)CC2=NC3=C(N2CC=2C=NN(C2)C)C=C(C=C3)C(=O)O)C=C1)F